2-hydroxy-3-((1R,2S,5S)-3-((S)-2-isobutyramido-3,3-dimethylbutanoyl)-6,6-dimethyl-3-azabicyclo[3.1.0]hexane-2-carboxamido)butanoic acid OC(C(=O)O)C(C)NC(=O)[C@@H]1[C@H]2C([C@H]2CN1C([C@H](C(C)(C)C)NC(C(C)C)=O)=O)(C)C